2-(cyanomethyl)-8-((2S,5R)-2,5-diethyl-4-(1-(thiazolo[5,4-b]pyridin-5-yl)ethyl)piperazin-1-yl)-5-methyl-6-oxo-5,6-dihydroimidazo[1,2-b]pyridazine-7-carbonitrile C(#N)CC=1N=C2N(N(C(C(=C2N2[C@H](CN([C@@H](C2)CC)C(C)C2=CC=C3C(=N2)SC=N3)CC)C#N)=O)C)C1